(2-ethoxyphenyl)oxalic acid diamide C(C)OC1=C(C=CC=C1)NC(C(=O)N)=O